BrC1=CC=C(C=C1)CCN1C(CCC1O)=O 1-[2-(4-bromophenyl)ethyl]-5-hydroxy-pyrrolidin-2-one